CN(C1CCN(CC1)C=1N(C(C(=C(N1)C1=CC(=C(C#N)C=C1)F)C1=CC2=CN(N=C2C=C1)C)=O)C)C 4-[2-(4-dimethylamino-piperidin-1-yl)-1-methyl-5-(2-methyl-2H-indazol-5-yl)-6-oxo-1,6-dihydro-pyrimidin-4-yl]-2-fluoro-benzonitrile